OC1=CC=C(C=C1)C1(C=CC2=C(O1)C=1C=CC(=CC1C1=C2C(C2=CC(=CC=C21)C2=CC=CC=C2)(C)C(=O)OC)OC)C2=CC=C(C=C2)O 3,3-bis(4-hydroxyphenyl)-7-methoxy-11-phenyl-13-carbomethoxy-13-methyl-3H,13H-indeno[2',3':3,4]naphtho[1,2-b]pyran